3,5-dihydro-2H-furan O1CCCC1